NC=1N=CC(=NC1OC(C)C1=C(C(=CC=C1Cl)F)Cl)C=1C=C(C=CC1)C(=O)N1CCN(CC1)C (3-{5-amino-6-[1-(2,6-dichloro-3-fluoro-phenyl)-ethoxy]-pyrazin-2-yl}-phenyl)-(4-methyl-piperazin-1-yl)-methanone